BrC=1C=CC(=NC1)NC=NO N-(5-bromopyridin-2-yl)formamide oxime